FC1=CC=C2CCCC(C2=C1)C1=C(SC=2N3C(COCC21)=NN=C3C)C 3-(7-fluoro-1,2,3,4-tetrahydronaphthalen-1-yl)-2,9-dimethyl-4H,6H-thieno[2,3-e][1,2,4]triazolo[3,4-c][1,4]oxazepine